N-((1r,3r)-3-(6-(((1-((1-(2-(2,6-dioxopiperidin-3-yl)-1,3-dioxoisoindolin-4-yl)piperidin-4-yl)methyl)piperidin-4-yl)methyl)amino)-9H-purin-9-yl)cyclobutyl)-6-methylpicolinamide O=C1NC(CC[C@H]1N1C(C2=CC=CC(=C2C1=O)N1CCC(CC1)CN1CCC(CC1)CNC1=C2N=CN(C2=NC=N1)C1CC(C1)NC(C1=NC(=CC=C1)C)=O)=O)=O